C1(CC1)S(=O)(=O)NC1=CC(=NC=C1)[C@H](CN1CCCC1)NC(=O)C=1SC(=CN1)C1=NC(=CN=C1)OCC (S)-N-(1-(4-(cyclopropanesulfonamido)pyridin-2-yl)-2-(pyrrolidin-1-yl)ethyl)-5-(6-ethoxypyrazin-2-yl)thiazole-2-carboxamide